(2R,5S)-5-(4-amino-5-fluoro-2-oxopyrimidin-1(2H)-yl)-1,3-oxathiolane NC1=NC(N(C=C1F)[C@@H]1CSCO1)=O